(4-(5-(((5-chlorothiophen-2-yl)methyl)amino)-1-(4-hydroxy-1-methylcyclohexane-1-carbonyl)-1H-pyrazol-3-yl)piperidin-1-yl)(morpholino)methanone ClC1=CC=C(S1)CNC1=CC(=NN1C(=O)C1(CCC(CC1)O)C)C1CCN(CC1)C(=O)N1CCOCC1